4-[2-(benzenesulfonyl)ethyl-[4-(5,6,7,8-tetrahydro-1,8-naphthyridin-2-yl)butyl]amino]-2-(3,3-dimethylbutanoylamino)butanoic acid C1(=CC=CC=C1)S(=O)(=O)CCN(CCC(C(=O)O)NC(CC(C)(C)C)=O)CCCCC1=NC=2NCCCC2C=C1